4-(1-hydroxycyclobutyl)-1H-1,2,3-triazol OC1(CCC1)C=1N=NNC1